(4-bromo-3-fluorophenyl)(cyclopropyl)(oxo)-λ6-sulfanimine BrC1=C(C=C(C=C1)S(=N)(=O)C1CC1)F